1-[(2E)-3-(8-methoxy-2,3-dihydro-1,4-benzodioxin-6-yl)-2-methylprop-2-enoyl]-5,6-dihydropyridin-2(1H)-one COC1=CC(=CC2=C1OCCO2)/C=C(/C(=O)N2C(C=CCC2)=O)\C